7-(4-amino-2-nitrophenyl)-7-azaspiro[3.5]nonan-2-one NC1=CC(=C(C=C1)N1CCC2(CC(C2)=O)CC1)[N+](=O)[O-]